2-dodecyl-4-octylaniline C(CCCCCCCCCCC)C1=C(N)C=CC(=C1)CCCCCCCC